ethyl 3-((4-methoxyphenyl)sulfonyl)-4-(1H-1,2,4-triazol-1-yl)quinoline-6-carboxylate COC1=CC=C(C=C1)S(=O)(=O)C=1C=NC2=CC=C(C=C2C1N1N=CN=C1)C(=O)OCC